(3β,7α,15α)-3,7,15-Trihydroxy-androst-5-en-17-one O[C@@H]1CC2=C[C@H]([C@H]3[C@@H]4[C@H](CC([C@@]4(C)CC[C@@H]3[C@]2(CC1)C)=O)O)O